(R)-(11-chloro-7-(ethoxycarbonyl)-12-(3-methoxypropoxy)-8-oxo-2,3,8,13b-tetrahydro-1H-pyrido[2,1-a]pyrrolo[1,2-c]phthalazine-3,3-diyl)bis(methylene) diacetate C(C)(=O)OCC1(CC[C@H]2N1N1C(C=3C=C(C(=CC23)OCCCOC)Cl)=CC(C(=C1)C(=O)OCC)=O)COC(C)=O